OC(C(=O)OCC)CCCCC ethyl alpha-hydroxyheptanoate